CCC(CCCCCC)=O 3-nonanone